N1(C=NC=C1)CCC[Si](O[Si](OCC)(OCC)CCCN1C=NC=C1)(OCC)OCC 1,3-bis(3-(1H-imidazol-1-yl)propyl)-1,1,3,3-tetraethoxydisiloxane